ClC=1C(=C(C=CC1)NC1=NC=NC2=CC(=C(C=C12)[N+](=O)[O-])C#CC1(CN(CC1)C(=O)OC(C)(C)C)OC)F tert-butyl 3-((4-((3-chloro-2-fluorophenyl)amino)-6-nitroquinazolin-7-yl)ethynyl)-3-methoxypyrrolidine-1-carboxylate